FC1=C(CNC(C(C)N2C(CCC2)=O)=O)C=CC=C1 N-(2-Fluorobenzyl)-2-(2-oxopyrrolidin-1-yl)propanamid